4-((7-(1-(adamantan-1-ylmethyl)-5-methyl-1H-pyrazol-4-yl)-8-(methoxycarbonyl)imidazo[1,2-a]pyridin-3-yl)amino)nicotinic acid C12(CC3CC(CC(C1)C3)C2)CN2N=CC(=C2C)C2=C(C=3N(C=C2)C(=CN3)NC3=CC=NC=C3C(=O)O)C(=O)OC